FC1=C(SC2=C1CN(CC2)C)[S@](=O)(N)=NC(NC2=C1C(=CC=3CCCC23)CC1)=O (S)-3-fluoro-5-methyl-N'-((2,4,5,6-tetrahydro-1H-cyclobuta[f]inden-3-yl)carbamoyl)-4,5,6,7-tetrahydrothieno[3,2-c]pyridine-2-sulfonimidamide